C(CCC)N(C=1N=C(C2=C(N1)OC1=C(C=CC(=C1)N(CCCCC)CCCCC)C21OC(C2=CC=CC=C12)=O)C)CCCC 2-di-n-butylamino-8-di-n-pentylamino-4-methyl-spiro[5H-[1]benzopyrano[2,3-d]pyrimidine-5,1'(3'H)-isobenzofuran]-3'-one